cyclononyl mercaptan C1(CCCCCCCC1)S